ClC1=CC(=C(COC2=NC(=NC=C2)C2CCN(CC2)CC2=NC3=C(N2C)C=C(C=C3OC(F)F)C(=O)O)C=C1)F 2-((4-(4-((4-Chloro-2-fluorobenzyl)oxy)pyrimidin-2-yl)piperidin-1-yl)methyl)-4-(difluoromethoxy)-1-methyl-1H-benzo[d]imidazole-6-carboxylic acid